CNCC1=CC=C(C(=O)OC)C=C1 methyl 4-[(methylamino)methyl]benzoate